C(C)(C)(C)[Si](OCC1=C(C=C(C=2N=CN(C21)C)C2=CC=C(C=C2)OC(F)(F)F)N)(C)C 4-[[Tert-butyl-(dimethyl)silyl]oxymethyl]-3-methyl-7-[4-(trifluoromethoxy)phenyl]benzimidazol-5-amine